N1(N=CC=C1)CC1=CC(=C2C(=NN(C2=C1)C)NS(=O)(=O)C1=C(C=CC=C1OC)OC)OC N-(6-((1H-pyrazol-1-yl)methyl)-4-methoxy-1-methyl-1H-indazol-3-yl)-2,6-dimethoxybenzenesulfonamide